4-((2-(4-isobutylphenyl)propionyl)hydrazino)-2-(3,4-dichlorophenylamino)-6-methyl-furo[2,3-d]pyrimidine-5-carboxylic acid ethyl ester C(C)OC(=O)C1=C(OC=2N=C(N=C(C21)NNC(C(C)C2=CC=C(C=C2)CC(C)C)=O)NC2=CC(=C(C=C2)Cl)Cl)C